N1=C(N=CC=C1)NC1=CC=C2C=CC(OC2=C1)=O N-(pyrimidin-2-yl)coumarin-7-amine